C(CCCCCCCCCC=CCCCCCCCC)(=O)OCCCCCCCCCCCCC(CC)C 13-methylpentadecyl eicos-11-enoate